C1(CC1)C1=CC=C(C=N1)NC1=NC(=NC=C1C(=O)N)N1CC(C1)C(NC)=O 4-((6-cyclopropylpyridin-3-yl)amino)-2-(3-(methylcarbamoyl)azetidin-1-yl)pyrimidine-5-carboxamide